FC(OC1=CC(=NN1)NC1=CN=CC(=N1)OC[C@@H]1CC(NCC1)=O)F (S)-4-(((6-((5-(difluoromethoxy)-1H-pyrazol-3-yl)amino)pyrazin-2-yl)oxy)methyl)piperidin-2-one